1-(6-Benzyl-2,3-dihydro-pyrrolo[3,2-c]pyridin-1-yl)-2-((R)-3-methyl-piperazin-1-yl)-ethanone hydrochloride salt Cl.C(C1=CC=CC=C1)C1=CC2=C(C=N1)CCN2C(CN2C[C@H](NCC2)C)=O